(3R,4S)-3-(3-(difluoromethyl)pyrrolidin-1-yl)chroman-4-amine FC(C1CN(CC1)[C@H]1COC2=CC=CC=C2[C@@H]1N)F